tert-butyl 4-[2-[3-[4-(ethylsulfonylamino)-2-(6-methyl-7-oxo-1H-pyrrolo[2,3-c]pyridin-4-yl)phenoxy]phenoxy] ethoxy]piperidine-1-carboxylate C(C)S(=O)(=O)NC1=CC(=C(OC=2C=C(OCCOC3CCN(CC3)C(=O)OC(C)(C)C)C=CC2)C=C1)C=1C2=C(C(N(C1)C)=O)NC=C2